NCCC(=O)N[C@H](C(=O)N1[C@@H](C[C@H](C1)O)C(=O)NCC1=CC=C(C=C1)C1=C(N=CS1)C)C(C)(C)C (2S,4R)-1-((S)-2-(3-aminopropionamido)-3,3-dimethylbutyryl)-4-hydroxy-N-(4-(4-methylthiazol-5-yl)benzyl)pyrrolidine-2-carboxamide